ClC1=CC(=C(C=C1)C1=NC(=NC2=C1N=C(N(C2=O)C)C)C21CCOC(C1C2)C=2C=NN(C2)C2CC2)F 8-(4-Chloro-2-fluorophenyl)-6-(2-(1-cyclopropyl-1H-pyrazol-4-yl)-3-oxabicyclo[4.1.0]hept-6-yl)-2,3-dimethylpyrimidino[5,4-d]pyrimidin-4(3H)-one